CC1=CNC2=CC(=CC=C12)C1=NN2C(CN(CC2)C(C=C)=O)=C1C1=CC=NC=C1 1-[2-(3-methyl-1H-indol-6-yl)-3-(pyridin-4-yl)-6,7-dihydropyrazolo[1,5-a]pyrazin-5(4H)-yl]prop-2-en-1-one